rac-N-[(6S,7S)-2-(propan-2-yl)-7-({[1-(pyrimidin-2-yl)piperidin-4-yl]oxy}methyl)-4,5,6,7-tetrahydro-2H-indazol-6-yl]methanesulfonamide CC(C)N1N=C2[C@H]([C@H](CCC2=C1)NS(=O)(=O)C)COC1CCN(CC1)C1=NC=CC=N1 |r|